ClC1=NC(=NC2=CC3=C(C=C12)C(C(N3C)=O)(C(=O)OCC)C)C ethyl 4-chloro-2,6,8-trimethyl-7-oxo-7,8-dihydro-6H-pyrrolo[3,2-g]quinazoline-6-carboxylate